FC1=C(OCCCC(C(=O)N2CCN(CC2)S(=O)(=O)C2=C(C=CC=C2)OC(F)(F)F)(C)C)C=CC(=C1)F 5-(2,4-Difluorophenoxy)-2,2-dimethyl-1-(4-((2-(trifluoromethoxy)phenyl)sulfonyl)piperazin-1-yl)pentan-1-one